(S)-8-(5-(4-phenyl-3,4-dihydro-1H-benzo[4,5]imidazo[2,1-c][1,4]oxazin-7-yl)pyrimidin-2-yl)-1,3,8-triazaspiro[4.5]decan-4-one C1(=CC=CC=C1)[C@@H]1N2C(COC1)=NC1=C2C=C(C=C1)C=1C=NC(=NC1)N1CCC2(C(NCN2)=O)CC1